C(C)(C)(C)N1N=CC(=C1)C(=O)NCC=1SC(=NN1)C1=NN2C(C=NC=C2N[C@H]2[C@H](CN(CC2)C)F)=C1C=C 1-(tert-butyl)-N-((5-(7-(((3S,4R)-3-fluoro-1-methylpiperidin-4-yl)amino)-3-vinylpyrazolo[1,5-a]pyrazin-2-yl)-1,3,4-thiadiazol-2-yl)methyl)-1H-pyrazole-4-carboxamide